9,9-bis(2-(2-(2-methoxyethoxy)ethoxy)ethyl)fluorene COCCOCCOCCC1(C2=CC=CC=C2C=2C=CC=CC12)CCOCCOCCOC